ClC1=CC=C2C=CN(C2=C1)C(C(=O)NC1(CC1)CN1CCCC1)(C)C 2-(6-chloro-1H-indol-1-yl)-2-methyl-N-(1-(pyrrolidin-1-ylmethyl)cyclopropyl)propanamide